ClC=1C(=NC(=NC1)NC1=C(C=C(C(=O)NC2=CC(=C(C(=C2)C)OC)C)C=C1)OC)C=1C=NN(C1)C(C)C 4-((5-chloro-4-(1-isopropyl-1H-pyrazol-4-yl)pyrimidin-2-yl)amino)-3-methoxy-N-(4-methoxy-3,5-dimethylphenyl)benzamide